5-[[3-(3-ethoxy-5-nitrophenyl)oxetan-3-yl]methyl]-4-methyl-1,2,4-triazole-3-thiol C(C)OC=1C=C(C=C(C1)[N+](=O)[O-])C1(COC1)CC=1N(C(=NN1)S)C